BrC1=CC=2C(C3=CC(=CC=C3C2C=C1)Br)(O)C1=CC=C(C=C1)OCCCCCCCC 2,7-dibromo-9-(4-(octyloxy)phenyl)-9H-fluoren-9-ol